3-((tert-butyl-dimethylsilyloxy)prop-1-en-2-yl)-5-(3-ethoxy-5-fluoro-4-methoxyphenyl)pyridine OXYGEN [O].[Si](C)(C)(C(C)(C)C)OCC(=C)C=1C=NC=C(C1)C1=CC(=C(C(=C1)F)OC)OCC